F[C@H]1[C@@H](O[C@@H]([C@H]1O)CO)N1C(NC(=C1)CC(=O)N)=O 1-(2-fluoro-2-deoxy-β-D-ribofuranosyl)-2-oxo-2,3-dihydro-1H-imidazole-4-carboxyamide